(3-cyanobenzyloxy)-4-(2-chloro-3-o-fluorophenylbenzyloxy)benzaldehyde C(#N)C=1C=C(COC2=C(C=O)C=CC(=C2)OCC2=C(C(=CC=C2)C2=C(C=CC=C2)F)Cl)C=CC1